5-chloro-1'-{2-[4-(2-hydroxyethane-sulfonyl)phenoxy]ethyl}-1,2-dihydrospiro[indole-3,4'-piperidin]-2-one ClC=1C=C2C(=CC1)NC(C21CCN(CC1)CCOC1=CC=C(C=C1)S(=O)(=O)CCO)=O